(E)-4-((E)-(4-hydroxyphenylimino)methyl)-2-methoxyphenyl 3-(4-bromophenyl)acrylate BrC1=CC=C(C=C1)/C=C/C(=O)OC1=C(C=C(C=C1)/C=N/C1=CC=C(C=C1)O)OC